4-[2-(2,5-dimethylpyrazol-3-yl)-6-methyl-7-oxo-1H-pyrrolo[2,3-c]pyridin-4-yl]-1-methyl-5-phenylpyridin-2-one CN1N=C(C=C1C1=CC2=C(C(N(C=C2C2=CC(N(C=C2C2=CC=CC=C2)C)=O)C)=O)N1)C